ClC=1C=2CCCC2C(=C2CCCC12)NC(=O)NS(=O)(=O)C=1SC=C(C1)C(C)(C)O N-(8-chloro-1,2,3,5,6,7-hexahydros-indacen-4-ylcarbamoyl)-4-(2-hydroxypropan-2-yl)thiophene-2-sulfonamide